O=C1NC(CCC1N1C(N(C2=C1C=CC(=C2)C#CCOCCOCC(=O)OC(C)(C)C)C)=O)=O tert-butyl 2-[2-([3-[1-(2,6-dioxopiperidin-3-yl)-3-methyl-2-oxo-2,3-dihydro-1H-1,3-benzodiazol-5-yl]prop-2-yn-1-yl]oxy) ethoxy]acetate